ClC1=NC=C(C(=C1)C(=O)O)CC 2-chloro-5-ethyl-pyridine-4-carboxylic acid